N1C(=CC=C1)C#CC1=NC(=C2N=CN(C2=N1)[C@H]1[C@@H]([C@@H]([C@@]2(C[C@H]12)C(=O)NC)O)O)NC (1S,2R,3S,4R,5S)-4-(2-((1H-pyrrol-2-yl)ethynyl)-6-(methylamino)-9H-purin-9-yl)-2,3-dihydroxy-N-methylbicyclo[3.1.0]hexane-1-carboxamide